P(=O)(F)(F)F.[Na].[Mn].C1(=C(C(=CC(=C1)C)C)CCCC#N)C mesitylenebutyronitrile Manganese sodium trifluorophosphate